3-(1-Chloro-7-isoquinolyl)-5-methyl-1,2,4-oxadiazole ClC1=NC=CC2=CC=C(C=C12)C1=NOC(=N1)C